(2S,4R)-4-((tert-butyldimethylsilyl)oxy)-1-((S)-3-methyl-2-(4-(3-oxopropyl)-1H-1,2,3-triazol-1-yl)butanoyl)-N-((S)-1-(4-(4-methylthiazol-5-yl)phenyl)ethyl)pyrrolidine-2-carboxamide [Si](C)(C)(C(C)(C)C)O[C@@H]1C[C@H](N(C1)C([C@H](C(C)C)N1N=NC(=C1)CCC=O)=O)C(=O)N[C@@H](C)C1=CC=C(C=C1)C1=C(N=CS1)C